FC1=C(C(=CC(=C1)OC1CN(C1)CCCF)F)[C@H]1N([C@@H](CC2=C1NC1=CC(=CC=C21)C(=O)OC)C)CC(C)(F)F methyl (1r,3r)-1-(2,6-difluoro-4-((1-(3-fluoropropyl) azetidin-3-yl) oxy) phenyl)-2-(2,2-difluoropropyl)-3-methyl-2,3,4,9-tetrahydro-1H-pyrido[3,4-b]indole-7-carboxylate